Methyl (2-((trans-4-((3-(2-cyclopropylthiazol-5-yl)phenyl)((trans-4-(4-methoxy-3-methylphenyl) cyclohexyl)methyl) carbamoyl)cyclohexyl)amino)-2-oxoethyl)carbamate C1(CC1)C=1SC(=CN1)C=1C=C(C=CC1)N(C(=O)[C@@H]1CC[C@H](CC1)NC(CNC(OC)=O)=O)C[C@@H]1CC[C@H](CC1)C1=CC(=C(C=C1)OC)C